ClC1=C(C=C(C(=C1)F)C1=NC=NC2=CC(=C(C(=C12)[2H])[2H])N1CCOCC1)C(O)C=1N=NC(=CC1)OC [2-Chloro-5-(5,6-dideuterio-7-morpholinylquinazolin-4-yl)-4-fluorophenyl]-(6-methoxypyridazin-3-yl)methanol